(2R,3R,11bR)-3-(tert-butoxy)-9-ethoxy-10-methoxy-1,3,4,6,7,11b-hexahydro-2H-pyrido[2,1-a]isoquinolin-2-ol C(C)(C)(C)O[C@H]1[C@@H](C[C@H]2N(CCC3=CC(=C(C=C23)OC)OCC)C1)O